BrC=1C=CC(=C(CN2CCC(CC2)OC)C1)OCC1CC1 1-(5-bromo-2-(cyclopropylmethoxy)benzyl)-4-methoxypiperidine